5-methyloxolan CC1CCCO1